OC[C@@H]1[C@H](C1)CNC(O[C@@H]1C[C@@H](CC1)C1=CC(=NN1)NC(CC1=CC(=CC(=C1)F)F)=O)=O (1S,3R)-3-(3-{[(3,5-difluorophenyl)acetyl]-amino}-1H-pyrazol-5-yl)-cyclopentyl {[(1S,2S)-2-(hydroxymethyl)cyclopropyl]methyl}carbamate